CC1=NN(C(C1C(=O)[O-])=O)C1=CC(=C(C=C1)OC(F)(F)F)C=1OC=CN1 3-methyl-1-(3-(oxazol-2-yl)-4-(trifluoromethoxy)phenyl)-5-oxo-4,5-dihydro-1H-pyrazole-4-carboxylate